BrC1=CC(=C(C=C1CCC)O)CCO 4-bromo-5-propyl-2-(2-hydroxyethyl)phenol